C(C(CC)N)(N)N 1,1,2-butanetriamine